4-((3R,4R)-4-((5-chloro-7-methyl-1H-indol-4-yl)oxy)-1-(2,2-difluoroethyl)piperidin-3-yl)benzoic acid ClC=1C(=C2C=CNC2=C(C1)C)O[C@H]1[C@@H](CN(CC1)CC(F)F)C1=CC=C(C(=O)O)C=C1